2-(3,4-dichlorophenyl)-7-(1-methyl-1H-imidazol-4-yl)-1H-indol-5-amine ClC=1C=C(C=CC1Cl)C=1NC2=C(C=C(C=C2C1)N)C=1N=CN(C1)C